C(C1=CC=CC=C1)OC1=C(C(=C2C[C@@H](N(C2=C1)C(=O)OC(C)(C)C)CNCC1CC(C1)(F)F)F)N(C(C(F)(F)F)=O)CC(=O)OC(C)(C)C tert-butyl (2R)-6-(benzyloxy)-5-[(2-tert-butoxy-2-oxoethyl)(trifluoroacetyl)amino]-2-({[(3,3-difluorocyclobutyl)methyl]amino}methyl)-4-fluoro-2,3-dihydro-1H-indole-1-carboxylate